C(C)OC(=O)C1=CC=C(C=C1)OB(O)O (4-(ethoxycarbonyl)phenyl)boric acid